C1(CC1)C(=O)NC1=CC(=C(N=N1)C(=O)NC([2H])([2H])[2H])NC1=C(C(=CC=C1)C1=NC(=NO1)[C@H](CO)NC(COC)=O)OC 6-Cyclopropanecarboxamido-4-[(3-{3-[(1R)-2-hydroxy-1-(2-methoxyacetamido)ethyl]-1,2,4-oxadiazol-5-yl}-2-methoxyphenyl)amino]-N-(2H3)methylpyridazine-3-carboxamide